NC1(CCC1)COC=1N=C(C2=C(N1)CN(CC2)C2=CC=CC1=CC=C(C(=C21)Cl)F)N2C[C@@H](N(CC2)C(C(=C)F)=O)CC#N (S)-2-(4-(2-((1-aminocyclobutyl)methoxy)-7-(8-chloro-7-fluoronaphthalen-1-yl)-5,6,7,8-tetrahydropyrido[3,4-d]pyrimidin-4-yl)-1-(2-fluoroacryloyl)piperazin-2-yl)acetonitrile